(R)-6-ethyl-2,2-dimethyl-6,7,8,9-tetrahydro-[1,3]dioxolo[4',5':4,5]benzo[1,2-f][1,4]oxazepine C(C)[C@H]1OC2=C(CNC1)C=C1C(=C2)OC(O1)(C)C